C(CCCCCCC)C1=CC=C(CCSC=2OC(C3=C(N2)C=CC=C3)=O)C=C1 2-((4-octylphenethyl)thio)-4H-benzo[d][1,3]oxazin-4-one